[Te].[Rh] rhodium-tellurium